CNCCCCCCN N-methyl-1,6-hexanediamine